C(C)(C)(C)OC(=O)N1[C@@H](CCC1)C=C.C1CC12CCN(CC2)C2=C(C(=O)NC1=NC(=NC(=C1)C)N1CCC(CC1)(F)F)C=CC(C2)=NS(=O)(=O)C2CC2 2-(6-azaspiro[2.5]oct-6-yl)-4-(R-cyclopropylsulfonyl-imino)-N-(2-(4,4-difluoro-1-piperidinyl)-6-methyl-4-pyrimidinyl)benzamide Tert-butyl-(S)-2-vinylpyrrolidine-1-carboxylate